2-(DIFLUOROMETHOXY)NAPHTHALENE-7-BORONIC ACID FC(OC1=CC2=CC(=CC=C2C=C1)B(O)O)F